FC(C1=NN=C(O1)C=1C=C(C=C(C1)F)C1=NC=CC=C1OC1CCOCC1)F 2-{3-[5-(difluoromethyl)-1,3,4-oxadiazol-2-yl]-5-fluorophenyl}-3-[(oxan-4-yl)oxy]pyridine